COC[C@@H]1CC2=CC=3CCCC3C(=C2C1)NC(=O)N=[S@@](=O)(N)C=1C=NN2C1OCCC2 (S)-N'-(((R)-2-(methoxymethyl)-1,2,3,5,6,7-hexahydro-s-indacen-4-yl)carbamoyl)-6,7-dihydro-5H-pyrazolo[5,1-b][1,3]oxazine-3-sulfonimidamide